4,6-dibromo-2H-phthalazin-1-one BrC1=NNC(C2=CC=C(C=C12)Br)=O